C1(=CC=CC=C1)C=1CCC(CN1)C(F)(F)F 6-phenyl-3-(trifluoromethyl)-2,3,4,5-tetrahydropyridine